C(C=C)=O propan-2-En-1-one